(R)-6-chloro-7-fluoro-2-(3-(1-fluoro-2-methoxyethyl)-1H-1,2,4-triazol-5-yl)-5-methoxy-1-methyl-3-(1H-pyrazol-4-yl)-1H-indole ClC1=C(C=C2C(=C(N(C2=C1F)C)C1=NC(=NN1)[C@H](COC)F)C=1C=NNC1)OC